2-(4-formylphenoxy)-N-methylacetamide C(=O)C1=CC=C(OCC(=O)NC)C=C1